P(=O)(OOC[C@H]1O[C@H]([C@@H]([C@@H]1O)O)N1C2=NC=NC(=C2N=C1)N)([O-])[O-] (((2R,3S,4R,5R)-5-(6-amino-9H-purin-9-yl)-3,4-dihydroxytetrahydrofuran-2-yl) methoxy) phosphate